6-(1-(6-amino-5-((2,3-dichlorophenyl)thio)pyrazin-2-yl)-4-(aminomethyl)piperidin-4-yl)-N-(6-((2-(2,6-dioxopiperidin-3-yl)-1,3-dioxoisoindolin-4-yl)amino)-6-oxohexyl)hexanamide NC1=C(N=CC(=N1)N1CCC(CC1)(CN)CCCCCC(=O)NCCCCCC(=O)NC1=C2C(N(C(C2=CC=C1)=O)C1C(NC(CC1)=O)=O)=O)SC1=C(C(=CC=C1)Cl)Cl